F[B-](F)(F)F.O=C1N(C=CC=C1)OC(=[N+](C)C)N(C)C 2-(2-oxo-1-(2H)-pyridyl)-1,1,3,3-tetramethyluronium tetrafluoroborate